4,6-di-tert-butyl-m-ethyl-phenol C(C)(C)(C)C1=C(C=C(C(=C1)C(C)(C)C)O)CC